C(=O)(OC(C)(C)C)N1CC(NCC1)C 4-boc-2-methylpiperazine